2-(methoxymethyl)-N-(pyridine-3-yl)-6-({[2-(trifluoromethyl)phenyl]carbonyl}amino)-1H-benzimidazole-4-carboxamide COCC1=NC2=C(N1)C=C(C=C2C(=O)NC=2C=NC=CC2)NC(=O)C2=C(C=CC=C2)C(F)(F)F